O=C1NC(CCC1N1C(C2=CC=C(C=C2C1=O)N1CCN(CC1)CCOC=1C=C(C=CC1)CC(=O)NC=1SC(=C(N1)C=1C=C2CCN(C2=CC1)C(C1=C(C=CC=C1)C)=O)C)=O)=O 2-(3-(2-(4-(2-(2,6-dioxopiperidin-3-yl)-1,3-dioxoisoindolin-5-yl)piperazin-1-yl)ethoxy)phenyl)-N-(5-methyl-4-(1-(2-methylbenzoyl)indolin-5-yl)thiazol-2-yl)acetamide